1,5-dimethyl-2-[(2,2,2-trifluoroethyl)sulfinyl]-4-[[6-[(trifluoromethyl)thio]hexyl]oxy]benzene CC1=C(C=C(C(=C1)C)OCCCCCCSC(F)(F)F)S(=O)CC(F)(F)F